C1(CCC1)C=1C(=NN(C1C1CC(C1)(F)F)C)NC(=O)NCC1CC(C1)(F)F 1-(4-cyclobutyl-5-(3,3-difluorocyclobutyl)-1-methyl-1H-pyrazol-3-yl)-3-((3,3-difluorocyclobutyl)methyl)urea